OC1(CCC(CC1)S(=O)(=O)C)CC=O 2-((1s,4s)-1-hydroxy-4-(methylsulfonyl)cyclohexyl)acetaldehyde